(R)-4-(2-chloro-7-(1,3-dimethyl-1H-pyrazol-4-yl)thieno[3,2-d]pyrimidine-4-yl)-3-methylmorpholine ClC=1N=C(C2=C(N1)C(=CS2)C=2C(=NN(C2)C)C)N2[C@@H](COCC2)C